8-chloro-7-[(2-methyl-3H-benzimidazol-5-yl)oxy]-2-[5-methyl-1-[(1-methyl-4-piperidinyl)methyl]pyrazol-4-yl]quinoxaline tert-butyl-(R)-[1-(3-bromopyridin-4-yl)pyrrolidin-3-yl]carbamate C(C)(C)(C)N(C(O)=O)[C@H]1CN(CC1)C1=C(C=NC=C1)Br.ClC=1C(=CC=C2N=CC(=NC12)C=1C=NN(C1C)CC1CCN(CC1)C)OC1=CC2=C(N=C(N2)C)C=C1